6-benzyl-1H-indole-1,2-dicarboxylic acid 1-tert-butyl 2-methyl ester COC(=O)C=1N(C2=CC(=CC=C2C1)CC1=CC=CC=C1)C(=O)OC(C)(C)C